2-(4-(3-(2,4-dioxotetrahydropyrimidin-1(2H)yl)-1-methyl-1H-indol-6-yl)piperidin-1-yl)acetic acid O=C1N(CCC(N1)=O)C1=CN(C2=CC(=CC=C12)C1CCN(CC1)CC(=O)O)C